hydroxyethylidenebisphosphonic acid, sodium salt [Na+].OCC(P([O-])([O-])=O)P([O-])([O-])=O.[Na+].[Na+].[Na+]